CC1=C2C(C(=CN(C2=NC(=C1)N1CC(C1)C(NC)=O)C1=NC=NS1)C(=O)O)=O 5-methyl-7-[3-(methylcarbamoyl)azetidin-1-yl]-4-oxo-1-(1,2,4-thiadiazol-5-yl)-1,4-dihydro-1,8-naphthyridine-3-carboxylic acid